8-methyl-3-phenyl-2-thioxo-2,3-dihydroquinazolin-4(1H)-one CC=1C=CC=C2C(N(C(NC12)=S)C1=CC=CC=C1)=O